NC1=NC(=NN2C1=NC=C2C=2C=C(C=CC2C)C(C(F)F)(C)O)C2=CN=C(O2)C 2-(3-(4-amino-2-(2-methyl-oxazol-5-yl)imidazo[2,1-f][1,2,4]triazin-7-yl)-4-methylphenyl)-1,1-difluoropropan-2-ol